sodium (E)-3-ethoxy-3-oxoprop-1-en-1-ol C(C)OC(/C=C/O)=O.[Na]